C1(CC1)C(=O)N1[C@H]([C@H]([C@H](C1)F)NS(=O)(=O)C)CC=1C(=C(C=CC1)C1=CC(=CC=C1)F)F N-{(2S,3R,4S)-1-(cyclopropanecarbonyl)-2-[(2,3'-difluoro[1,1'-biphenyl]-3-yl)methyl]-4-fluoropyrrolidin-3-yl}methanesulfonamide